[Na+].C(CCCCCCCC)NCCCCCC(=O)OC1=CC=C(C=C1)S(=O)(=O)[O-] 4-[N-nonylaminocaproyloxy]-benzenesulfonate sodium salt